C(C)(C)(C)OC(=O)N1C=CC2=C(C=C(C=C12)N1C(NC(CC1)=O)=O)N.BrC1=NC(=NC=C1)S(=O)(=O)C 4-bromo-2-(methylsulfonyl)pyrimidine tert-Butyl-4-amino-6-(2,4-dioxotetrahydropyrimidin-1(2H)-yl)-1H-indole-1-carboxylate